N-[3-[5-chloro-2-(difluoromethoxy)phenyl]-1-[[2-(1-tetrahydropyran-4-yl-4-piperidyl)tetrazol-5-yl]methyl]pyrazol-4-yl]pyrazolo[1,5-a]pyrimidine-3-carboxamide ClC=1C=CC(=C(C1)C1=NN(C=C1NC(=O)C=1C=NN2C1N=CC=C2)CC=2N=NN(N2)C2CCN(CC2)C2CCOCC2)OC(F)F